C(C)(=O)C1=CC=C(C=C1)SC1=CC=C(C=C1)[S+](C1=CC=C(C=C1)SC1=CC=C(C=C1)C(C)=O)C1=CC=C(C=C1)SC1=CC=C(C=C1)C(C)=O tris[4-(4-acetylphenylsulfanyl)phenyl]sulfonium